7-(methoxymethyl)-7,8-dihydro-[1,4]dioxino[2,3-g]quinazolin-4-ol COCC1COC2=C(C=C3C(=NC=NC3=C2)O)O1